ClC=1C=CC(=C2C(=NNC12)I)C 7-chloro-3-iodo-4-methyl-1H-indazole